molybdenum dodecyl o-hydroxybenzoate OC1=C(C(=O)OCCCCCCCCCCCC)C=CC=C1.[Mo]